CC1(OB(OC1(C)C)C1=C2C=CN(C2=CC=C1)C(=O)OC(C)(C)C)C 1,1-dimethylethyl 4-(4,4,5,5-tetramethyl-1,3,2-dioxaborolan-2-yl)-1H-indole-1-carboxylate